OC1=C(C(OC2=CC=CC=C12)=O)O DIHYDROXYCOUMARIN